2-(3-((3S,4R)-3-Fluoro-4-hydroxypiperidin-1-carbonyl)-5,6-dihydrocyclopenta[c]pyrazol-1(4H)-yl)-1-(4-(o-tolyloxy)piperidin-1-yl)ethanon F[C@H]1CN(CC[C@H]1O)C(=O)C=1C2=C(N(N1)CC(=O)N1CCC(CC1)OC1=C(C=CC=C1)C)CCC2